1-amino-3,6,9,12,15,18,21,24-octaoxaheptacosan NCCOCCOCCOCCOCCOCCOCCOCCOCCC